(2S,3R,4R,5R)-4-[[3-[2-methoxy-3-(trifluoromethyl)phenyl]-4,5-dimethyl-5-(trifluoromethyl)tetrahydrofuran-2-carbonyl]amino]pyridine-2-carboxamide COC1=C(C=CC=C1C(F)(F)F)[C@@H]1[C@H](O[C@]([C@@H]1C)(C(F)(F)F)C)C(=O)NC1=CC(=NC=C1)C(=O)N